ethyl 3-(4-fluorophenyl)-1H-pyrrole-2-carboxylate FC1=CC=C(C=C1)C1=C(NC=C1)C(=O)OCC